N1(CCCCC1)C(\C=C\C=C\C1=C(C(=C(C=C1)OC)OC)OC)=O (2E,4E)-1-(piperidin-1-yl)-5-(2,3,4-trimethoxyphenyl)penta-2,4-dien-1-one